(S)-9-chloro-4-(3-chloro-4-(3-methylpiperazin-1-yl)phenyl)-3-methyl-10H-chromeno[3,2-b]pyridin-10-one hydrochloride Cl.ClC=1C=2C(C3=NC=C(C(=C3OC2C=CC1)C1=CC(=C(C=C1)N1C[C@@H](NCC1)C)Cl)C)=O